(2R,3S,4S,5S)-5-(4-aminopyrrolo[2,1-f][1,2,4]triazin-7-yl)-2-cyano-2-(hydroxymethyl)tetrahydrofuran-3,4-diyl bis(2-methylpropanoate) CC(C(=O)O[C@@H]1[C@](O[C@H]([C@@H]1OC(C(C)C)=O)C1=CC=C2C(=NC=NN21)N)(CO)C#N)C